(5R)-2-fluoro-5-methyl-1,1-dioxo-2-[(2-oxo-3-phenylpropyl)carbamoyl]-1λ6-thiomorpholine-4-carboxylate FC1(CN([C@@H](CS1(=O)=O)C)C(=O)[O-])C(NCC(CC1=CC=CC=C1)=O)=O